C(#N)C1=CC(=C(C=C1)NC(C(C)(C)N1N=CC(=C1)C#CC1CN(C1)C(=O)OC(C)(C)C)=O)C#C tert-butyl 3-((1-(1-((4-cyano-2-ethynylphenyl)amino)-2-methyl-1-oxopropan-2-yl)-1H-pyrazol-4-yl)ethynyl)azetidine-1-carboxylate